C(C)(C)(C)OC(=O)N1CCC(C2=CC=CC=C12)N1C(N(C2=C(C1)C=NC(=C2)Cl)C)=O 4-(7-chloro-1-methyl-2-oxo-4H-pyrido[4,3-d]pyrimidin-3-yl)-3,4-dihydro-2H-quinoline-1-carboxylic acid tert-butyl ester